4-(Allyl-(t-butoxycarbonyl)amino)butanoic acid C(C=C)N(CCCC(=O)O)C(=O)OC(C)(C)C